O-methyl-3'-thioadenosine CO[C@H]1[C@@H](O[C@@H]([C@H]1S)CO)N1C=NC=2C(N)=NC=NC12